NC1C(CC(CC1C)CC1CC(C(C(C1)C)N)C)C bis(4-amino-3,5-dimethyl-cyclohexyl)methane